N(=C=O)[C@H](C(=O)OCC)CCCCN=C=O (S)-ethyl 2,6-diisocyanatohexanoate